N-(2-carbamoyl-4-chloro-6-methyl-phenyl)-2-(3-chloro-2-pyridinyl)-5-[(5-cyclopropyltetrazol-2-yl)methyl]pyrazole-3-carboxamide C(N)(=O)C1=C(C(=CC(=C1)Cl)C)NC(=O)C=1N(N=C(C1)CN1N=C(N=N1)C1CC1)C1=NC=CC=C1Cl